N1C(CCCC1)CC#N piperidin-2-yl-acetonitrile